(R)-2-amino-2-(5-(3,5-dimethylisoxazol-4-yl)-1-((trans)-4-methoxycyclohexyl)-1H-benzo[d]imidazol-2-yl)ethanol hydrochloride Cl.N[C@@H](CO)C1=NC2=C(N1[C@@H]1CC[C@H](CC1)OC)C=CC(=C2)C=2C(=NOC2C)C